ClC1=CC=2C(=NC(=C(N2)C)C)C(=N1)C1=C(C=C(C=C1)F)F 7-chloro-5-(2,4-difluorophenyl)-2,3-dimethylpyrido[3,4-b]pyrazine